ClC=1C=CC=2C3=C(C(N(C2C1)C1=CC=CC=C1)=O)N=C(N3C)CC3=C(C=CC=C3)OC 7-chloro-2-(2-methoxybenzyl)-1-methyl-5-phenyl-1,5-dihydro-4H-imidazo[4,5-c]quinolin-4-one